(9,9-dimethyl-9H-fluoren-2-yl)-9-methyl-9H-carbazole-3-amine CC1(C2=CC=CC=C2C=2C=CC(=CC12)C1=CC(=CC=2C3=CC=CC=C3N(C12)C)N)C